NC1=CC=C(C2=C1OC(O2)(F)F)C#N 7-amino-2,2-difluorobenzo[d][1,3]dioxolane-4-carbonitrile